ClCC1=NOC(=C1)C1=C(C#N)C=C(C(=C1)OC)F 2-(3-(Chloromethyl)isoxazol-5-yl)-5-fluoro-4-methoxybenzonitrile